COC(C1=C(N=C(C=C1C)N1CC(N(CC1)C(=O)C1=CC=C2C(=N1)C1(CN2C2=CC(=C(C=C2)Cl)F)COCC1)(C)C)C)=O 6-(4-(1'-(4-chloro-3-fluorophenyl)-1',2',4,5-tetrahydro-2H-spiro[furan-3,3'-pyrrolo[3,2-b]pyridine]-5'-carbonyl)-3,3-dimethylpiperazin-1-yl)-2,4-dimethylnicotinic acid methyl ester